2-[7-(4-azaspiro[2.5]octan-7-yl)-7H-pyrrolo[2,3-c]pyridazin-3-yl]-5-(1H-1,2,3-triazol-1-yl)phenol C1CC12NCCC(C2)N2C=CC1=C2N=NC(=C1)C1=C(C=C(C=C1)N1N=NC=C1)O